(difluoro(2-(((3S,6S,10aS)-5-oxo-3-(3-(2-oxo-1,2-dihydropyridin-3-yl)azetidine-1-carbonyl)decahydropyrrolo[1,2-a]azocin-6-yl)carbamoyl)benzo[b]thiophen-5-yl)methyl)phosphonic acid FC(C1=CC2=C(SC(=C2)C(N[C@H]2CCCC[C@@H]3N(C2=O)[C@@H](CC3)C(=O)N3CC(C3)C=3C(NC=CC3)=O)=O)C=C1)(F)P(O)(O)=O